7-chloro-1-(methylthio)-2,6-naphthyridine-3-carbaldehyde ClC1=NC=C2C=C(N=C(C2=C1)SC)C=O